FC1=CC=2N(C=C1C1CCN(CC1)S(=O)(=O)C=1C=NN3C1N=CC=C3)N=CN2 7-fluoro-6-(1-(pyrazolo[1,5-a]pyrimidin-3-ylsulfonyl)piperidin-4-yl)-[1,2,4]triazolo[1,5-a]pyridine